N=1C=C(N2C1C=NC=C2)CN2CC1=C(CC2C)C(=CS1)C(=O)NC1=CC(=CC=C1)C(F)(F)F 6-(Imidazo[1,2-a]pyrazin-3-ylmethyl)-5-methyl-N-(3-(trifluoromethyl)phenyl)-4,5,6,7-tetrahydrothieno[2,3-c]pyridin-3-carboxamid